(S)-N-(2-(3,5-bis(methoxy-d3)phenyl)-2-hydroxyethyl)-6-(4-(difluoromethoxy)phenyl)pyrazine-2-carboxamide C(OC=1C=C(C=C(C1)OC([2H])([2H])[2H])[C@@H](CNC(=O)C1=NC(=CN=C1)C1=CC=C(C=C1)OC(F)F)O)([2H])([2H])[2H]